4-(dimethylamino)but-2-en-1-ol CN(CC=CCO)C